(7R)-2-[7-methoxy-2-(1-methyl-1H-indol-2-yl)-1-[(1-methyl-1H-pyrazol-4-yl)methyl]-1H-1,3-benzodiazole-5-carbonyl]-2-azabicyclo[2.2.1]heptan-7-amine COC1=CC(=CC2=C1N(C(=N2)C=2N(C1=CC=CC=C1C2)C)CC=2C=NN(C2)C)C(=O)N2C1CCC(C2)[C@H]1N